(5-(5-chloro-2-methoxypyridin-4-yl)-1H-pyrazole-3-carbonyl)-N-(1H-indol-4-yl)piperidine-4-carboxamide ClC=1C(=CC(=NC1)OC)C1=CC(=NN1)C(=O)N1CCC(CC1)C(=O)NC1=C2C=CNC2=CC=C1